N-(2-((4-(2-methyl-1-oxo-1,2-dihydroisoquinolin-7-yl)thiazol-2-yl)amino)-2-oxoethyl)-1-(methylsulfonyl)-1H-pyrrole-3-carboxamide CN1C(C2=CC(=CC=C2C=C1)C=1N=C(SC1)NC(CNC(=O)C1=CN(C=C1)S(=O)(=O)C)=O)=O